tert-butyl 2-(4-(3-fluorobenzyl)-2-(2-isopropylphenyl) piperazin-1-yl)-7-azaspiro[3.5]nonane-7-carboxylate FC=1C=C(CN2CC(N(CC2)C2CC3(C2)CCN(CC3)C(=O)OC(C)(C)C)C3=C(C=CC=C3)C(C)C)C=CC1